BrC=1C=C(C=C(C1O)Br)C(C(O)C=1OC2=C(C1C=O)C(=C(C(=C2[2H])O)[2H])[2H])(C2=CC(=C(C(=C2)Br)O)Br)C2=CC(=C(C(=C2)Br)O)Br.[Al+3] aluminum (III) tri(3,5-dibromo-4-hydroxyphenyl)(6-hydroxy-2-(1-hydroxyethyl)benzofuran-3-yl-4,5,7-d3)methanone